[Ni].N(=NC1C(NC(NC1=O)=O)=O)C1C(NC(NC1=O)=O)=O azobarbiturate nickel